[Ti+4].C(C)C(CO)CCCC.C(C)C(CO)CCCC bis(2-ethylhexanol) titanium (IV)